C(=O)(OCC1C2=CC=CC=C2C2=CC=CC=C12)N([C@@H](CC1=CNC2=CC=CC=C12)C(=O)O)C Fmoc-Nα-methyl-L-tryptophan